N,N'-(1,4-phenylene)bis(2-bromoacetamide) C1(=CC=C(C=C1)NC(CBr)=O)NC(CBr)=O